isopropyl-2-methyl-6-oxo-1,6-dihydro-[3,4'-bipyridine]-5-carbonitrile C(C)(C)N1C(=C(C=C(C1=O)C#N)C1=CC=NC=C1)C